oxopentyne O=C(C#C)CC